ClC1=CC=C2C(=CNC2=C1C)\C=C\1/NC(N(C1=O)C(C=O)C1=CC=C(C=C1)Cl)=O (Z)-2-(4-((6-chloro-7-methyl-1H-indol-3-yl)methylene)-2,5-dioxoimidazolidin-1-yl)-2-(4-chlorophenyl)acetaldehyde